{[(1R,2R,3S,5R)-3-(Benzyloxy)-5-ethenyl-2-fluorocyclopentyl]oxy}(tert-butyl)diphenylsilane C(C1=CC=CC=C1)O[C@@H]1[C@H]([C@@H]([C@H](C1)C=C)O[Si](C1=CC=CC=C1)(C1=CC=CC=C1)C(C)(C)C)F